5-phenoxy-3,3a,4,5-tetrahydrocyclopenta[c]pyrrole-2(1H)-carboxylic acid benzyl ester C(C1=CC=CC=C1)OC(=O)N1CC=2C(C1)CC(C2)OC2=CC=CC=C2